(3'-fluoro-4'-methyl-[1,1-biphenyl]-3-yl)(4-methylpiperidin-1-yl)methanone FC=1C=C(C=CC1C)C1=CC(=CC=C1)C(=O)N1CCC(CC1)C